NC(C(C(CC1CC1)NC(=O)[C@@H]1[C@H]2C([C@H]2CN1C([C@H](C(C)(C)C)NC(C(C)C)=O)=O)(C)C)O)=O (1R,2S,5S)-N-[3-amino-1-(cyclopropylmethyl)-2-hydroxy-3-oxo-propyl]-3-[(2S)-3,3-dimethyl-2-(2-methylpropanoylamino)butanoyl]-6,6-dimethyl-3-azabicyclo[3.1.0]hexane-2-carboxamide